(R)-5-bromo-2-((1-methoxypropan-2-yl)amino)-3-methylpyrimidin-4(3H)-one BrC=1C(N(C(=NC1)N[C@@H](COC)C)C)=O